5-hydroxy-1-(1,1,1-trifluoropropan-2-yl)-1H-pyrazole-4-carboxylic acid ethyl ester C(C)OC(=O)C=1C=NN(C1O)C(C(F)(F)F)C